F[C@H]1CN(CC[C@H]1O)C1=NC(=NC=N1)NC=1N=CC2=C(C=CC(=C2C1)C(C)C)N1[C@@H]([C@H](C1)CS(=O)(=O)C)C N-(4-((3s,4r)-3-fluoro-4-hydroxypiperidin-1-yl)-1,3,5-triazin-2-yl)-5-isopropyl-8-((2r,3s)-2-methyl-3-(methylsulfonylmethyl)azetidin-1-yl)isoquinolin-3-amine